[Ru].[La] lanthanum-ruthenium